γ-Hydroxyvalerat OC(CCC(=O)[O-])C